ClC=1C=NN(C(C1)=O)[C@@H](C(=O)NC1=CC(=C(C=C1)C)S(NC1(CC1)CC1=NC=CC=C1)(=O)=O)C (2R)-2-(4-chloro-6-oxo-pyridazin-1-yl)-N-[4-methyl-3-[[1-(2-pyridylmethyl)cyclopropyl]sulfamoyl]phenyl]propanamide